ClC1=NC=C(C(=C1)OC)C=1C=NN(C1)C1CC1 2-chloro-5-(1-cyclopropyl-1H-pyrazol-4-yl)-4-methoxypyridine